C(C)(C)C=1C=CC(=NC1)O[C@@H]1[C@@H](CNCC1)C |r| (+/-)-5-isopropyl-2-((cis-3-methylpiperidin-4-yl)oxy)pyridine